4-ethoxy-1-cyclohexyl-2-oxo-1,2-dihydropyridine-3-carbonyl chloride C(C)OC1=C(C(N(C=C1)C1CCCCC1)=O)C(=O)Cl